(R,E)-N-(1-(3-(difluoromethyl)-2-methylphenyl)ethylidene)-2-methylpropane-2-sulfinamide FC(C=1C(=C(C=CC1)\C(\C)=N\[S@](=O)C(C)(C)C)C)F